NC=1C(=C(C(=C(C(=O)NC=2C=C(C=CC2N2CCN(CC2)C)N2N=NC(=C2)C(=O)NCCOCC)C1)Cl)C)F 1-(3-(5-amino-2-chloro-4-fluoro-3-methylbenzamido)-4-(4-methylpiperazin-1-yl)phenyl)-N-(2-ethoxyethyl)-1H-1,2,3-triazole-4-carboxamide